C1NCC[C@H]2C=3C1=CC=CC3C3(CC2)CC3 (S)-2',3',4',4a',5',6'-Hexahydro-1'H-spiro[cyclopropan-1,7'-naphtho[1,8-cd]azepin]